N,N-dimethyloctacosan-19,22-dien-7-amine CN(C(CCCCCC)CCCCCCCCCCCC=CCC=CCCCCC)C